N(=[N+]=[N-])CCOCCOCCOCCNC(CCCC)=O azido-13-oxo-3,6,9-trioxa-12-aza-heptadecane